methyl 2-ethylsulfonylpyridine-4-carboxylate C(C)S(=O)(=O)C1=NC=CC(=C1)C(=O)OC